(S)-4-amino-7-ethyl-N-methyl-N-(6-(trifluoromethyl)-2,3-dihydrobenzofuran-3-yl)imidazo[1,5-a]quinoxaline-8-carboxamide NC=1C=2N(C3=CC(=C(C=C3N1)CC)C(=O)N([C@@H]1COC3=C1C=CC(=C3)C(F)(F)F)C)C=NC2